2-deoxy-alpha-D-ribose 1-phosphate P(=O)(O)(O)O[C@@H]1C[C@H](O)[C@H](O1)CO